ClC=1C(=C2C=NNC2=CC1C)C1CCC2=C(N=C(NC2=O)SC)O1 7-(5-chloro-6-methyl-1H-indazol-4-yl)-2-(methylthio)-6,7-dihydro-3H-pyrano[2,3-d]pyrimidin-4(5H)-one